((2,4-dioxo-1,3-diazaspiro[4.4]nonan-6-yl)methyl)-4'-fluoro-2'-(trifluoromethyl)-[1,1'-biphenyl]-4-sulfonamide O=C1NC2(C(N1)=O)C(CCC2)CC2=C(C=CC(=C2)S(=O)(=O)N)C2=C(C=C(C=C2)F)C(F)(F)F